1-[(1S,4aR,5R,8aS)-1-methyl-5-[(1S)-2,2,2-trifluoro-1-hydroxy-ethyl]-3,4,4a,5,6,7,8,8a-octahydro-1H-isoquinolin-2-yl]-2-[2,6-dichloro-3-(difluoromethoxy)phenyl]ethanone C[C@@H]1N(CC[C@H]2[C@@H](CCC[C@H]12)[C@@H](C(F)(F)F)O)C(CC1=C(C(=CC=C1Cl)OC(F)F)Cl)=O